praseodymium aluminum trioxide [O-2].[O-2].[O-2].[Al+3].[Pr+3]